ClC1=CC=C2C(C=C(OC2=C1)C(=O)NCC=1N=C2N(C=C(C=C2)CNCC2CCCCC2)C1)=O 7-chloro-N-[(6-{[(cyclohexyl-methyl)amino]methyl}imidazo[1,2-a]pyridin-2-yl)methyl]-4-oxo-4H-chromene-2-carboxamide